1-bromo-3-cyano-2-[4-(1,3-thiazol-5-yl)piperidin-1-yl]benzene BrC1=C(C(=CC=C1)C#N)N1CCC(CC1)C1=CN=CS1